C(C)(C)(C)C1=CC=C(C=C1)C=1OC(C(N1)=CC=1N(C=CC1)C)=O 2-(4-(tert-butyl)phenyl)-4-((1-methyl-1H-pyrrol-2-yl)methylene)oxazol-5(4H)-one